FC1C(CCC(C1)N)NC1=C2C=C(N(C2=CC=C1)CC(F)(F)F)C#CCNC1=C(C=C(C=C1)S(=O)(=O)C)OC 2-fluoro-N1-(2-(3-((2-methoxy-4-(methylsulfonyl)phenyl)amino)prop-1-yn-1-yl)-1-(2,2,2-trifluoroethyl)-1H-indol-4-yl)cyclohexane-1,4-diamine